2-cyano-N,N-diethyl-3-(4-((2-methyl-[1,1'-biphenyl]-3-yl)methoxy)phenyl)acrylamide C(#N)C(C(=O)N(CC)CC)=CC1=CC=C(C=C1)OCC=1C(=C(C=CC1)C1=CC=CC=C1)C